2-(2-(3-(3-(8-oxa-2-azaspiro[4.5]dec-2-yl)propoxy)-2,2'-dimethyl-[1,1'-biphenyl]-3-yl)-6,7-dihydrothiazolo[5,4-c]pyridin-5(4H)-yl)ethanol C1N(CCC12CCOCC2)CCCOC2(C(C(=CC=C2)C2=C(C=CC=C2)C)C)C=2SC=1CN(CCC1N2)CCO